4-(N-CYCLOHEXYL-N-(4-METHOXYBENZYL)SULFAMOYL)PHENYLBORONIC ACID B(C1=CC=C(C=C1)S(=O)(=O)N(CC2=CC=C(C=C2)OC)C3CCCCC3)(O)O